(5-((4-(3-oxa-8-aza-bicyclo[3.2.1]oct-8-ylmethyl)phenyl)ethynyl)-8-(methylamino)-2,7-naphthyridin-3-yl)cyclopropanecarboxamide C12COCC(CC1)N2CC2=CC=C(C=C2)C#CC2=C1C=C(N=CC1=C(N=C2)NC)C2(CC2)C(=O)N